1-(2-methoxy-13-methyl-pentadecanyl)-sn-glycero-3-phosphoserine COC(COC[C@@H](O)COP(=O)(O)OC[C@H](N)C(=O)O)CCCCCCCCCCC(CC)C